COC1(CC(CCC1)NC(=O)C=1C=NN2C1N=C(C=C2NC)NC=2C(N(C=CC2)C2CCOCC2)=O)C N-(3-methoxy-3-methylcyclohexyl)-7-(methylamino)-5-((2-oxo-1-(tetrahydro-2H-pyran-4-yl)-1,2-dihydropyridin-3-yl)amino)pyrazolo[1,5-a]pyrimidine-3-carboxamide